CC(C)C[C@@H](C(=O)N[C@@H](C(C)C)C(=O)N[C@@H](CC1=CC=CC=C1)C(=O)O)NC(=O)[C@H](CC(=O)N)NC(=O)[C@H](CCCCN)NC(=O)CNC(=O)[C@H](CC2=CNC3=CC=CC=C32)NC(=O)[C@H](C(C)O)NC(=O)[C@H](CCCCN)N The molecule is an oligopeptide composed of L-lysine, L-threonine, L-tryptophan, glycine, L-asparagine, L-leucine, L-valine and L-phenylalanine joined in sequence by peptide linkages; corresponds to the sequence in the yellow feverspecific peptide epitope K9F. It has a role as an epitope.